(1-ethyl-1,2,3,4-tetrahydroquinolin-6-yl)methylamine C(C)N1CCCC2=CC(=CC=C12)CN